1-(bromomethyl)-3-(2-methoxyethyl)benzene BrCC1=CC(=CC=C1)CCOC